C1(CC1)[C@H](C)N1C(C=2C(=NC(=CC2C1)C1=C(N=C(S1)NC(C)=O)C)N1CCNCC1)=O (S)-N-(5-(2-(1-cyclopropylethyl)-3-oxo-4-(piperazin-1-yl)-2,3-dihydro-1H-pyrrolo[3,4-c]pyridin-6-yl)-4-methylthiazol-2-yl)acetamide